sec-butyl-2-(2-hydroxylethyl)piperidinecarboxylate C(C)(CC)OC(=O)N1C(CCCC1)CCO